[OH-].C1(=CC=CC=C1)NC(=O)C=1N=NN[NH+]1 5-[(phenylamino)carbonyl]-2H-tetrazolium hydroxide